CC=1NC(NC1)=O 4-methyl-1,3-dihydro-2H-imidazole-2-one